OC1CN(CCOC1)C=O (6-hydroxy-1,4-oxazepan-4-yl)methanone